N-(2-(2-isopropyl-5-methylphenoxy)phenyl)-2-methyl-4-(trifluoromethyl)thiazole-5-carboxamide C(C)(C)C1=C(OC2=C(C=CC=C2)NC(=O)C2=C(N=C(S2)C)C(F)(F)F)C=C(C=C1)C